C1(=CC=CC=C1)C=1N(C(N(C1)[Si](C)(C)C)=S)[Si](C)(C)C 4-phenyl-1,3-bis(trimethylsilyl)-imidazole-2-thione